(S)-3-((4-(7-((Dimethyl(oxo)-λ6-sulfanylidene)amino)-6-fluoro-1-((2-(trimethylsilyl)ethoxy)methyl)-1H-indole-3-yl)-5-(trifluoromethyl)pyrimidin-2-yl)amino)piperidine-1-carboxylate CS(=O)(C)=NC=1C(=CC=C2C(=CN(C12)COCC[Si](C)(C)C)C1=NC(=NC=C1C(F)(F)F)N[C@@H]1CN(CCC1)C(=O)[O-])F